tert-Butyl (S)-3-(2-oxo-1-(4-(pyridin-4-yl)phenyl)-1,2-dihydro-3H-imidazo[4,5-b]pyridin-3-yl)pyrrolidine-1-carboxylate O=C1N(C=2C(=NC=CC2)N1[C@@H]1CN(CC1)C(=O)OC(C)(C)C)C1=CC=C(C=C1)C1=CC=NC=C1